2,2-bis(((3-(3,5-di-tert-butyl-4-hydroxyphenyl)propanoyl)oxy)methyl)propane-1,3-diylbis(3-(3,5-di-tert-butyl-4-hydroxy-phenyl)propanoate) C(C)(C)(C)C=1C=C(C=C(C1O)C(C)(C)C)CCC(=O)OCC(CC(C(=O)[O-])CC1=CC(=C(C(=C1)C(C)(C)C)O)C(C)(C)C)(CC(C(=O)[O-])CC1=CC(=C(C(=C1)C(C)(C)C)O)C(C)(C)C)COC(CCC1=CC(=C(C(=C1)C(C)(C)C)O)C(C)(C)C)=O